C(C)C=1C=C(C=CC1C)N(C(=O)C=1N(C=CC1)CC1=CC=NC=C1)C N-(3-ethyl-4-methylphenyl)-N-methyl-1-(pyridin-4-ylmethyl)-1H-pyrrole-2-carboxamide